3-fluoro-4-(8-aza-1,4-dioxaspiro[4.5]dec-8-yl)benzoic acid FC=1C=C(C(=O)O)C=CC1N1CCC2(OCCO2)CC1